9-(4-Bromophenyl)carbazole octyl-2-dodecyl-benzoate C(CCCCCCC)OC(C1=C(C=CC=C1)CCCCCCCCCCCC)=O.BrC1=CC=C(C=C1)N1C2=CC=CC=C2C=2C=CC=CC12